C(C)(C)(C)OC(=O)N1CC=C(CC1)C=1C=C2C(=C(NC2=CC1F)C1=CC(=C(C=C1)OC)OC)C(C)C 4-(6-fluoro-3-isopropyl-2-(3,4-dimethoxyphenyl)-1H-indol-5-yl)-5,6-dihydropyridine-1(2H)-carboxylic acid tert-butyl ester